CC(=O)OC1=CC=CC(=C1)O The molecule is a member of the class of phenols that is resorcinol in which one of the phenolic hydroxy groups has been converted into its acetate ester. It has keratolytic properties and has been used for the treatment of acne. It has a role as an antibacterial agent and a dermatologic drug. It is a member of phenols and a member of phenyl acetates. It derives from a resorcinol.